N-(4-bromo-2-iodo-1H-indol-5-yl)-N-tert-butoxycarbonyl-carbamic acid tert-butyl ester C(C)(C)(C)OC(N(C(=O)OC(C)(C)C)C=1C(=C2C=C(NC2=CC1)I)Br)=O